CCCCCCCCCC(CCCCCCCC(=O)O)OC(=O)CCCCCCC/C=C\CCCCCCCC 9-[(9Z)-octadecenoyloxy]octadecanoic acid